methyl 2-(7-azabicyclo[2.2.1]heptan-7-yl)-5,7-dihydrofuro[3,4-b]pyridine-3-carboxylate C12CCC(CC1)N2C2=C(C=C1C(=N2)COC1)C(=O)OC